lithium lanthanum-zinc oxide [O-2].[Zn+2].[La+3].[Li+].[O-2].[O-2]